Arachidonoyl-nitrilotriacetic acid C(CCC\C=C/C\C=C/C\C=C/C\C=C/CCCCC)(=O)C(C(=O)O)N(CC(=O)O)CC(=O)O